1-(2-(bicyclo[2.2.2]octan-1-yl)ethyl) 13-(3-pentyloctyl) 5-hydroxytridecanedioate OC(CCCC(=O)OCCC12CCC(CC1)CC2)CCCCCCCC(=O)OCCC(CCCCC)CCCCC